3-(5-(4-(((4-(dimethylamino)cyclohexyl)amino)methyl)pyridin-2-yl)-1-oxoisoindolin-2-yl)piperidine-2,6-dione CN(C1CCC(CC1)NCC1=CC(=NC=C1)C=1C=C2CN(C(C2=CC1)=O)C1C(NC(CC1)=O)=O)C